Cl.C(C)(=O)OCC(=O)NCCCOC1=CC(=CC=C1)CN1CCCCC1 2-acetoxy-N-[3-[3-(1-piperidylmethyl)phenoxy]propyl]acetamide hydrochloride